FC(C=1C=C(C=NC1)NCC(=O)OC)(F)F methyl 2-[[5-(trifluoromethyl)-3-pyridyl]amino]acetate